FC=1C=C(C=CC1F)C=1C=C2C(=NC1)C=NN2CCCC 1-[6-(3,4-Difluorophenyl)pyrazolo[4,3-b]pyridin-1-yl]butan